C(CCC)OC1=C(C(=C(C2=CC=CC=C12)OCCCC)C#N)C#N 1,4-dibutoxy-2,3-dicyanonaphthalene